4-(2-ethoxyethylamino)-5-(4'-methoxybiphenyl-4-yl)-7H-pyrrolo[2,3-d]pyrimidin C(C)OCCNC=1C2=C(N=CN1)NC=C2C2=CC=C(C=C2)C2=CC=C(C=C2)OC